FC(CCOC1=NSN=C1C=1CN(CCC1)C(F)(F)F)(C(C(C(F)(F)F)(F)F)(F)F)F 3-((3,3,4,4,5,5,6,6,6-nonafluorohexyl)oxy)-4-(1-(trifluoromethyl)-1,2,5,6-tetrahydropyridin-3-yl)-1,2,5-thiadiazole